2-(4-(Methylcarbamoyl)phenyl)-N-(3-(piperidin-1-yl)propyl)benzo[d]imidazo[2,1-b]thiazole-7-carboxamide CNC(=O)C1=CC=C(C=C1)C=1N=C2SC3=C(N2C1)C=CC(=C3)C(=O)NCCCN3CCCCC3